2-diphenylphosphinyl-2-methyl-3,4-dihydro-2H-pyrrole C1(=CC=CC=C1)P(=O)(C1(N=CCC1)C)C1=CC=CC=C1